(S)-N-(2,2-difluoro-1-(6-(4-fluoro-2-(trifluoromethyl)phenyl)-1-neopentyl-1H-pyrrolo[2,3-b]pyridin-3-yl)ethyl)cyclopropanesulfonamide FC([C@H](C1=CN(C2=NC(=CC=C21)C2=C(C=C(C=C2)F)C(F)(F)F)CC(C)(C)C)NS(=O)(=O)C2CC2)F